1'-cyclopropyl-5',6'-difluoro-5-nitro-1'H-1,2'-bibenzo[d]imidazole C1(CC1)N1C(=NC2=C1C=C(C(=C2)F)F)N2C=NC1=C2C=CC(=C1)[N+](=O)[O-]